N1CC(C1)N1CCC(CC1)C1=CC=C(C=C1)C1C=2C=CC(=CC2CCC1C1=CC=CC=C1)O 5-(4-(1-(azetidin-3-yl)piperidin-4-yl)phenyl)-6-phenyl-5,6,7,8-tetrahydronaphthalen-2-ol